C1(CCCCC1)C#CC=O 1-cyclohexyl-1-propyn-3-one